4-(3-chloro-4-methylanilino)-3-nitrobenzenesulfonamide ClC=1C=C(NC2=C(C=C(C=C2)S(=O)(=O)N)[N+](=O)[O-])C=CC1C